C1(=CC=CC=C1)NC1=NC=CC=C1 2-(PHENYLAMINO)PYRIDINE